2-(benzyloxy)cyclopentan-1-one-4,4-d2 C(C1=CC=CC=C1)OC1C(CC(C1)([2H])[2H])=O